N-[(1S)-1-(dicyclopropylmethyl)-2-[4-[5-(hydroxymethyl)-3-methyl-isoxazol-4-yl]anilino]-2-oxo-ethyl]-2-isopropyl-pyrazole-3-carboxamide C1(CC1)C([C@@H](C(=O)NC1=CC=C(C=C1)C=1C(=NOC1CO)C)NC(=O)C=1N(N=CC1)C(C)C)C1CC1